4,8-difluoro-2,6-bis(4-ethylcyclohexyl)-1,5-dihydropyrrolo[2,3-f]indole FC1=C2C(=C(C=3C=C(NC13)C1CCC(CC1)CC)F)NC(=C2)C2CCC(CC2)CC